tert-butyl ((3S,4S)-8-(5-((3-aminophenyl)thio)pyrazin-2-yl)-3-methyl-2-oxo-8-azaspiro[4.5]decan-4-yl)carbamate NC=1C=C(C=CC1)SC=1N=CC(=NC1)N1CCC2([C@H]([C@@H](C(C2)=O)C)NC(OC(C)(C)C)=O)CC1